3-methyl-1-(5-{[2-methyl-6-(trifluoromethyl)phenyl]methoxy}pyrimidin-2-yl)imidazolidine-2,4-dione CN1C(N(CC1=O)C1=NC=C(C=N1)OCC1=C(C=CC=C1C(F)(F)F)C)=O